(R)-2-(3-chloro-4-((3,5-difluoropyridin-2-yl)methoxy-d2)-5',6-dimethyl-2-carbonyl-2H-[1,4'-bipyridin]-2'-yl)-8,8-dimethyl-5,8-dihydro-1,6-naphthyridin-7(6H)-one ClC=1C(N(C(=CC1OC([2H])([2H])C1=NC=C(C=C1F)F)C)C1=CC(=NC=C1C)C1=NC=2C(C(NCC2C=C1)=O)(C)C)=C=O